2-fluoro-N-(3-cyano-1-isopropyl-1H-indol-5-yl)isonicotinamide FC=1C=C(C(=O)NC=2C=C3C(=CN(C3=CC2)C(C)C)C#N)C=CN1